6-[3-(3-t-butyl-4-hydroxy-5-methylphenyl)propoxy]-2,4,8,10-tetra-t-butyldibenzo[d,f][1,3,2]-dioxaphosphepin C(C)(C)(C)C=1C=C(C=C(C1O)C)CCCOP1OC2=C(C3=C(O1)C(=CC(=C3)C(C)(C)C)C(C)(C)C)C=C(C=C2C(C)(C)C)C(C)(C)C